N-(4-chloro-3-{6-oxo-4-[6-(2-propoxyethoxy)pyridin-3-yl]-1,6-dihydropyrimidin-2-yl}benzyl)butanamide ClC1=C(C=C(CNC(CCC)=O)C=C1)C=1NC(C=C(N1)C=1C=NC(=CC1)OCCOCCC)=O